COC1=CC=C(COCC2=CC=C(C=C2)OC)C=C1 p-Methoxy-benzyl ether